N-(4-(2-(2-oxa-6-azaspiro[3.3]heptan-6-yl)ethoxy)-3-(4,6-dimethylpyrimidin-5-yl)phenyl)cyclopropanecarboxamide C1OCC12CN(C2)CCOC2=C(C=C(C=C2)NC(=O)C2CC2)C=2C(=NC=NC2C)C